C(=O)C1=CC(=CS1)C(=O)O 5-FORMYLTHIOPHENE-3-CARBOXYLIC ACID